tert-butyl 3-(3-(3-cyclopropyl-1-(trans-3-(hydroxymethyl)cyclobutyl)-1H-pyrazol-4-yl)quinoxalin-6-yl)azetidine-1-carboxylate C1(CC1)C1=NN(C=C1C=1C=NC2=CC=C(C=C2N1)C1CN(C1)C(=O)OC(C)(C)C)[C@@H]1C[C@H](C1)CO